4-((1R,5S)-3,8-diazabicyclo[3.2.1]octan-8-yl)-2-(2,6-dioxopiperidin-3-yl)-5,7-difluoroisoindoline-1,3-dione [C@H]12CNC[C@H](CC1)N2C2=C1C(N(C(C1=C(C=C2F)F)=O)C2C(NC(CC2)=O)=O)=O